C(C)(C)(C)OC(=O)N1C[C@H](CC1)N1N=C(C(=C1NCC1=CC=C(C=C1)OC)C#N)Br Tert-butyl-(3S)-3-(3-bromo-4-cyano-5-{[(4-methoxyphenyl)methyl]amino}pyrazol-1-yl)pyrrolidine-1-carboxylate